N1CCCC(C1)CCCN 5-piperidylpropylamine